F[C@H]1[C@@H](CN(CC1)C=1C=CC(=NC1)NC=1C=CC(=C2CN(C(C12)=O)C(=O)OC(C)(C)C)C1=CN=C2N1C=CN=C2)O Tert-Butyl 7-((5-((3r,4r)-4-fluoro-3-hydroxypiperidin-1-yl)pyridin-2-yl)amino)-4-(imidazo[1,2-a]pyrazin-3-yl)-1-oxoisoindoline-2-carboxylate